5-chloro-3-(1-((2-(((cyclobutylmethyl)amino)methyl)-1H-indol-6-yl)methyl)-1H-1,2,3-triazol-4-yl)pyridine ClC=1C=C(C=NC1)C=1N=NN(C1)CC1=CC=C2C=C(NC2=C1)CNCC1CCC1